C(CCCCCCCCCCCCC)OC(CCCCCCCCCCC)=O.COCOC1=C(C=CC=C1)P(Cl)C1=C(C=CC=C1)N1C2=CC=CC=C2C=2C=CC=CC12 2-methoxymethoxyphenyl-2-(9-carbazolyl)phenyl-chlorophosphine Tetradecyl-dodecanoate